CNS(=O)(=O)NC=1C=C(C=CC1)C1=C(C=C(C=C1)C=1C=NC=CC1)CCC(=O)N 3-(3'-((Methylsulfamoyl)amino)-4-(pyridin-3-yl)biphenyl-2-yl)propanamide